6-isopropyl-methyl-benzene C(C)(C)C1=CC=CC=C1C